C(CCC(=O)O)(=O)O.C(CN)N ethylenediamine succinic acid salt